C1=CC=C(C(=C1)C2=CC=CC=C2[N+](=O)[O-])[N+](=O)[O-] The molecule is biphenyl substituted with nitro groups at the 2- and 2'-positions. It is a member of biphenyls and a C-nitro compound.